CC1=C(C=2C(=N[C@H](C=3N(C2S1)C(=NN3)C)CC(=O)OC)C3=CC=C(C=C3)C#CC=O)C methyl {(6S)-2,3,9-trimethyl-4-[4-(3-oxoprop-1-yn-1-yl)phenyl]-6H-thieno[3,2-f][1,2,4]triazolo[4,3-a][1,4]diazepin-6-yl}acetate